hexoxyethoxyethanol C(CCCCC)OCCOC(C)O